N1N=CC=C1C=1C=C(C=C(C1)C(F)(F)F)C=1C=C2CCN(C(C2=CC1)=O)C=1C=CC(=C(C1)NS(=O)(=O)C)O N-(5-(6-(3-(1H-pyrazol-5-yl)-5-(trifluoromethyl)phenyl)-1-oxo-3,4-dihydroisoquinolin-2(1H)-yl)-2-hydroxyphenyl)methanesulfonamide